2-ethyl-4-methoxy-3,5,6-trifluorobenzyl (1R)-cis-3-[(Z)-2-chloro-3,3,3-trifluoro-1-propenyl]-2,2-dimethylcyclopropanecarboxylate Cl\C(=C/[C@@H]1C([C@@H]1C(=O)OCC1=C(C(=C(C(=C1F)F)OC)F)CC)(C)C)\C(F)(F)F